C(C)(C)(C)OC(=O)NCCCCOC1=CC=C(C=C1)C1=CC(=C(N1B(F)F)\N=C\1/C(C=C(C=C1)C)C=1NC=CC1C1=CC=C(OCC(=O)[O-])C=C1)C1=CC=CC=C1 2-[4-[(2Z)-2-[5-[4-[4-(tert-butoxycarbonylamino)butoxy]phenyl]-1-difluoroboranyl-3-phenyl-pyrrol-2-yl]imino-5-Methyl-phenyl-pyrrol-3-yl]phenoxy]acetate